C(=O)=C(CC(=O)OCC1=CC=CC=C1)CC1=C(C=C(C(=C1)F)F)F benzyl 3-carbonyl-4-(2,4,5-trifluorophenyl)-butyrate